N[C@@H]1CN(CCC1)C1=C(C=C2C(C(=CN(C2=C1)C1CC1)CN(CC1=CC(=NC=C1)C)[C@@H]1CN(CCC1)C=1C=NC(=CC1)C)=O)F 7-[(3S)-3-Aminopiperidin-1-yl]-1-cyclopropyl-6-fluoro-3-({[(3S)-1-(6-methylpyridin-3-yl)piperidin-3-yl][(2-methylpyridin-4-yl)methyl]amino}methyl)-1,4-dihydroquinolin-4-one